IC1=C(N)C(=CC(=C1)C(C(F)(F)F)(C(F)(F)F)F)C(F)(F)F 2-iodo-4-(perfluoropropan-2-yl)-6-(trifluoromethyl)aniline